3-aminomethyl-3,5-dimethylhexanoate NCC(CC(=O)[O-])(CC(C)C)C